FC(CN1C(=NC=2C(=NC=CC21)C2=CC(=C(C=C2)C(=O)N2C[C@@H](OCC2)C)F)C(F)(F)F)F (4-(1-(2,2-Difluoroethyl)-2-(trifluoromethyl)-1H-imidazo[4,5-c]pyridin-4-yl)-2-fluorophenyl)((2S)-2-methylmorpholin-4-yl)methanon